OC1[C@@H]2[C@@]([C@]3(C(C[C@@](O[C@@]3([C@H]1OC(C)=O)C)(C=C)C)=O)O)([C@H](CCC2(C)C)O)C acetic acid (3R,4aR,5S,6aS,10S,10aR,10bS)-6,10,10b-trihydroxy-3,4a,7,7,10a-pentamethyl-1-oxo-3-vinyldodecahydro-1H-benzo[f]chromen-5-yl ester